ClC=1C=C2C(=NC1)C=C(N2)C(=O)N2CCC(CC2)C=2C=C1CN(C(C1=CC2)=O)C2C(NC(CC2)=O)=O 3-(5-(1-(6-chloro-1H-pyrrolo[3,2-b]pyridine-2-carbonyl)piperidin-4-yl)-1-oxoisoindolin-2-yl)piperidine-2,6-dione